azaazabenzofurane O1N=NC2=C1C=CC=C2